N-acetoacetyl-2-methylaniline C(CC(=O)C)(=O)NC1=C(C=CC=C1)C